(S)-2-Chloro-4-((3-(3-hydroxybutyl)-1-methyl-2-oxo-2,3-dihydro-1H-benzo[d]imidazol-5-yl)amino)nicotinonitrile ClC1=C(C#N)C(=CC=N1)NC1=CC2=C(N(C(N2CC[C@H](C)O)=O)C)C=C1